C1OCC12CC(C2)OC2=C(C=C(C=C2)F)C2CCN(CC2)[C@@H]2COC1(CN(C1)C=1OC=NN1)C2 (S)-7-(4-(2-((2-oxaspiro[3.3]heptan-6-yl)oxy)-5-fluorophenyl)piperidin-1-yl)-2-(1,3,4-oxadiazol-2-yl)-5-oxa-2-azaspiro[3.4]octane